(Z)-N'-hydroxyquinuclidine-4-carboximidamide O\N=C(/N)\C12CCN(CC1)CC2